N-(1-(2,6-Dimethoxyphenyl)-2-(6-ethoxypyridin-2-yl)-1H-imidazo[4,5-b]pyrazin-6-yl)cyclobutansulfonamid COC1=C(C(=CC=C1)OC)N1C(=NC=2C1=NC(=CN2)NS(=O)(=O)C2CCC2)C2=NC(=CC=C2)OCC